[N+](=O)([O-])C1=C(C=CC=C1)NCCN(CCO)CC(F)(F)F 2-({2-[(2-nitrophenyl)amino]ethyl}(2,2,2-trifluoroethyl)amino)ethanol